Benzyl (6S)-6-hydroxy-1,4-diazepane-1-carboxylate O[C@H]1CNCCN(C1)C(=O)OCC1=CC=CC=C1